N-(2-((2-(dimethylamino)ethyl)(methyl)amino)-5-((5-fluoro-4-((2-(propylsulfonamido)phenyl)amino)pyrimidin-2-yl)amino)-4-methoxyphenyl)acrylamide CN(CCN(C1=C(C=C(C(=C1)OC)NC1=NC=C(C(=N1)NC1=C(C=CC=C1)NS(=O)(=O)CCC)F)NC(C=C)=O)C)C